ClCC(CC1(N(CCC1=C)C(=O)OC(C)(C)C)C(=O)OCC)O 1-(t-butyl) 2-ethyl 2-(3-chloro-2-hydroxypropyl)-3-methylenepyrrolidin-1,2-dicarboxylate